3'-fluoro-2,4,6-trichlorobiphenyl FC=1C=C(C=CC1)C1=C(C=C(C=C1Cl)Cl)Cl